FC1=CC=C(C=C1F)O 4,5-difluoroPhenol